1-(chloromethylsulfanyl)-2-methoxy-ethane ClCSCCOC